5-(2-methylpiperazin-1-yl)sulphonyl-isoquinoline dihydrochloride Cl.Cl.CC1N(CCNC1)S(=O)(=O)C1=C2C=CN=CC2=CC=C1